O1CCC2(CC1)C=CC1=CC(=CC=C12)NC(OC(C)(C)C)=O tert-Butyl N-(spiro[indene-1,4'-oxane]-5-yl)carbamate